NC1(CC(C1)C(=O)[O-])C(C)O 3-amino-3-(1-hydroxyethyl)cyclobutane-1-carboxylate